5-(2-methoxy-4-(piperazin-1-ylmethyl)benzyl)-N4-pentyl-5H-pyrrolo[3,2-d]pyrimidine-2,4-diamine COC1=C(CN2C=CC=3N=C(N=C(C32)NCCCCC)N)C=CC(=C1)CN1CCNCC1